2-chloro-N-cyclopropyl-5-[(2S)-2-(trifluoromethylsulfonylamino)propoxy]thiophene-3-carboxamide ClC=1SC(=CC1C(=O)NC1CC1)OC[C@H](C)NS(=O)(=O)C(F)(F)F